2-isopropyl-5-methyl-9-methylene-bicyclo[4.4.0]dec-1-ene C(C)(C)C1=C2CC(CCC2C(CC1)C)=C